O-(2-acetamido-2-deoxy-d-glucopyranosyl) amino-N-phenylcarbamate NN(C(OC1[C@@H]([C@@H](O)[C@H](O)[C@H](O1)CO)NC(C)=O)=O)C1=CC=CC=C1